CC(C(=O)OF)C(CCC)=O.[NH4+] ammonium perfluoro (2-methyl-3-oxohexanoate)